10-methoxy-N-(5-methoxypyridin-3-yl)-7-thia-2,5-diazatricyclo[6.4.0.02,6]dodeca-1(12),3,5,8,10-pentaene-4-carboxamide COC=1C=C2SC3=NC(=CN3C2=CC1)C(=O)NC=1C=NC=C(C1)OC